FC=1C=C2C(=NNC2=CC1OCCOC)C1=CC(=NO1)C1=CC=C(C=C1)C(=O)N1CC(C1)C=1C=NC=CC1 5-Fluoro-6-(2-methoxyethoxy)-3-(3-{4-[3-(pyridin-3-yl)azetidin-1-carbonyl]phenyl}-1,2-oxazol-5-yl)-1H-indazol